CCCCC1=[C-]CC=C1.CCCCC1=[C-]CC=C1.[Cl-].[Cl-].[Hf+4] bis(butylcyclopentadienyl)hafnium(IV) dichloride